diaminodiethyl-phosphinic acid NC(CP(O)(=O)CC)N